Silicon carbon lithium [Li].[C].[Si]